C(C)C(COC=1C=C(C(=O)OC)C=C(C1)OCCCCCCCCCCCCC)CCCC methyl 3-((2-ethylhexyl)oxy)-5-(tridecyloxy)benzoate